1-(4-heptyl-2,5-dimethoxyphenyl)propan-2-amine C(CCCCCC)C1=CC(=C(C=C1OC)CC(C)N)OC